5-(cyclohexylmethyl)-N-(4-(2-fluoro-5-((tetrahydro-2H-pyran-4-yl)methoxy)phenyl)-5-methylpyridin-2-yl)-4H-1,2,4-triazole-3-carboxamide C1(CCCCC1)CC=1NC(=NN1)C(=O)NC1=NC=C(C(=C1)C1=C(C=CC(=C1)OCC1CCOCC1)F)C